N-{(2S,3R,4S)-4-fluoro-1-(oxetane-2-carbonyl)-2-[(2,2',3'-trifluoro[1,1'-biphenyl]-3-yl)methyl]pyrrolidin-3-yl}methanesulfonamide F[C@@H]1[C@@H]([C@@H](N(C1)C(=O)C1OCC1)CC=1C(=C(C=CC1)C1=C(C(=CC=C1)F)F)F)NS(=O)(=O)C